ClC1=C(CC=2C=C(C=CC2)C(CC(=O)[O-])NC(=O)NC=2C(N(C=C(C2[O-])C)C)=O)C=CC=C1.[Na+].[Na+] sodium 3-(3-(2-chlorobenzyl)phenyl)-3-(3-(1,5-dimethyl-4-oxido-2-oxo-1,2-dihydropyridin-3-yl) ureido)propanoate